C1(=CC=CC=C1)C=1N=C(NC1)CC1=CC(=C(C(=C1)Cl)Cl)Cl 4-Phenyl-2-(3,4,5-trichlorobenzyl)imidazole